(4S)-4-hydroxy-1-[3-(4,4,5,5-tetramethyl-1,3,2-dioxaborolan-2-yl)phenyl]pyrrolidin-2-one O[C@H]1CC(N(C1)C1=CC(=CC=C1)B1OC(C(O1)(C)C)(C)C)=O